COC(=O)C=1C=C2C(=CC1)NC(C21CCN(CC1)C(C1=CC=C(C=C1)Cl)=O)=O.ClC1=CC=C(C(=O)N2CCC3(CC2)C(NC2=CC=C(C=C23)C(=O)O)=O)C=C1 1'-(4-chlorobenzoyl)-2-oxospiro[indoline-3,4'-piperidine]-5-carboxylic acid Methyl-1'-(4-chlorobenzoyl)-2-oxospiro[indoline-3,4'-piperidine]-5-carboxylate